di(piperidin-1-yl)diglycolamide N1(CCCCC1)C(OC(C(=O)N)N1CCCCC1)C(=O)N